2-(3-(2-(7,8-dimethyl-[1,2,4]triazolo[1,5-a]pyridin-6-yl)-3-isopropyl-1H-indol-5-yl)azetidin-1-yl)acetamide CC1=C(C=2N(C=C1C=1NC3=CC=C(C=C3C1C(C)C)C1CN(C1)CC(=O)N)N=CN2)C